O=C(C(=O)[O-])CCC(=O)[O-].[Ca+2] calcium 2-ketoglutarate